3-(((R)-1-(2-((R*)-1-(1H-pyrazol-3-yl)piperidin-3-yl)-3,6-dimethyl-4-oxo-3,4-dihydroquinazolin-8-yl)ethyl)amino)-6-chloro-N-(methylsulfonyl)picolinamide N1N=C(C=C1)N1C[C@@H](CCC1)C1=NC2=C(C=C(C=C2C(N1C)=O)C)[C@@H](C)NC=1C(=NC(=CC1)Cl)C(=O)NS(=O)(=O)C |o1:7|